ClC1=C(C=CC(=C1)Cl)C1NS(N(C=C1C(=O)OCC1=CC=CC=C1)CCCC(=O)OC)(=O)=O Benzyl 3-(2,4-dichlorophenyl)-6-(4-methoxy-4-oxobutyl)-3,6-dihydro-2H-1,2,6-thiadiazine-4-carboxylate 1,1-dioxide